COC(C1=C(C(=CC=C1)O[Si](C)(C)C(C)(C)C)CBr)=O 2-bromomethyl-3-(tert-butyl-dimethyl-silanyloxy)-benzoic acid methyl ester